(Z)-2-methoxy-N'-(1-(pyridin-4-yl)ethylidene)benzohydrazide COC1=C(C(=O)N\N=C(\C)/C2=CC=NC=C2)C=CC=C1